FC(C1=NN=C(O1)C1=CC=C(C=C1)CN1N=C(N=N1)C=1C=C(C(=O)O)C=CC1)F 3-[2-[[4-[5-(difluoromethyl)-1,3,4-oxadiazol-2-yl]phenyl]methyl]tetrazol-5-yl]benzoic acid